8-methyl-7-(2-((6-oxo-4-propyl-1,6-dihydropyrimidin-2-yl)thio)acetyl)-1,3,4,5-tetrahydro-2H-benzo[b]azepin-2-one CC=1C(=CC2=C(NC(CCC2)=O)C1)C(CSC=1NC(C=C(N1)CCC)=O)=O